tert-butyl 2-(2-ethylpyrimidin-5-yl)-2,8-diazaspiro[4.5]decane-8-carboxylate C(C)C1=NC=C(C=N1)N1CC2(CC1)CCN(CC2)C(=O)OC(C)(C)C